(R)-2-(3-(1-(oxazol-2-yl)propan-2-yl)phenyl)-4-(trifluoromethyl)isoindolin-1-one O1C(=NC=C1)C[C@@H](C)C=1C=C(C=CC1)N1C(C2=CC=CC(=C2C1)C(F)(F)F)=O